FC1(C2=CC=CC=C2C=2C=C(C=C(C12)C)C(=O)OC)F methyl 9,9-difluoro-1-methyl-9H-fluorene-3-carboxylate